2,3-diethoxy-anthracene C(C)OC1=CC2=CC3=CC=CC=C3C=C2C=C1OCC